benzyl (S)-6-(((benzyloxy) carbonyl) amino)-2-methyl-5,6,7,8-tetrahydropyrazolo[4,3-b]azepine-4(2H)-carboxylate C(C1=CC=CC=C1)OC(=O)N[C@H]1CCC=2C(N(C1)C(=O)OCC1=CC=CC=C1)=CN(N2)C